N[C@H]1CN(C[C@H](C1)C)C1=NC=C(C(=N1)NC1=CC2=C(N(C(N2)=O)C)C(=C1)OCCCl)Cl 5-((2-((3r,5s)-3-amino-5-methylpiperidin-1-yl)-5-chloropyrimidin-4-yl)amino)-7-(2-chloroethoxy)-1-methyl-1,3-dihydro-2H-benzo[d]imidazol-2-one